NC=1C2=C(N=CN1)N(C=C2C2=CC=C(C=C2)NC(=O)C=2C(N(N=C(C2)C(C)C)C2=NC=C(C=C2)Cl)=O)C(C(F)(F)F)C N-(4-(4-Amino-7-(1,1,1-trifluoropropan-2-yl)-7H-pyrrolo[2,3-d]pyrimidin-5-yl)benzeneyl)-2-(5-chloropyridin-2-yl)-6-isopropyl-3-oxo-2,3-dihydropyridazine-4-carboxamide